(3Z)-6-(hexyloxymethoxy)-3-hexenyl-lithium C(CCCCC)OCOCC\C=C/CC[Li]